3-chloro-2,5-difluoro-6-[3-(trifluoromethyl)pyrazol-1-yl]pyridine ClC=1C(=NC(=C(C1)F)N1N=C(C=C1)C(F)(F)F)F